OC1=CC(N2C(CCC2=C1)C(=O)[O-])=O 7-hydroxy-5-oxo-1,2,3,5-tetrahydro-3-indolizinecarboxylate